2-(4-methyl-7-((2S)-2-methyl-1-(1-(quinoxalin-6-yl)ethyl)piperidin-4-yl)-5-oxo-4,5-dihydropyrazolo[1,5-a]pyrimidin-2-yl)acetonitrile CN1C=2N(C(=CC1=O)C1C[C@@H](N(CC1)C(C)C=1C=C3N=CC=NC3=CC1)C)N=C(C2)CC#N